4-(pyridin-3-yloxy)benzonitrile N1=CC(=CC=C1)OC1=CC=C(C#N)C=C1